tert-butyl 3-[4-[3-methyl-8-[(2R)-2-(trifluoromethyl)azetidin-1-yl]imidazo[1,2-a]pyrazin-6-yl]pyrazol-1-yl]azetidine-1-carboxylate CC1=CN=C2N1C=C(N=C2N2[C@H](CC2)C(F)(F)F)C=2C=NN(C2)C2CN(C2)C(=O)OC(C)(C)C